4-Amino-5-[4-(4-aminopiperidin-1-yl)-3-(3,5-difluorophenyl)chinolin-6-yl]pyridin-3-carbonitril NC1=C(C=NC=C1C=1C=C2C(=C(C=NC2=CC1)C1=CC(=CC(=C1)F)F)N1CCC(CC1)N)C#N